3-[(4-methanesulfonylphenyl)amino]prop-1-yn CS(=O)(=O)C1=CC=C(C=C1)NCC#C